6-chloro-7-((2R,4R)-2-(((3-chloropyridin-2-yl)oxy)methyl)-4-fluoropyrrolidin-1-yl)-4-oxo-1-(pyrazin-2-yl)-1,4-dihydroquinoline-3-carboxylic acid ClC=1C=C2C(C(=CN(C2=CC1N1[C@H](C[C@H](C1)F)COC1=NC=CC=C1Cl)C1=NC=CN=C1)C(=O)O)=O